C1(CCC1)OC=1C=C(C(=O)O)C=CC1C(NS(=O)(=O)C1(CC1)C)=O 3-cyclobutoxy-4-(1-methylcyclopropylsulfonylcarbamoyl)benzoic acid